1-(5-(4-amino-2,7-dimethyl-7H-pyrrolo[2,3-d]pyrimidin-5-yl)-4-fluoroindolin-1-yl)-2-(6-methylpyridin-2-yl)ethanone NC=1C2=C(N=C(N1)C)N(C=C2C=2C(=C1CCN(C1=CC2)C(CC2=NC(=CC=C2)C)=O)F)C